C(C)OC12C(CCC(C(CC1)(C)C)C2=C)C ethoxy-2,6,6-trimethyl-9-methylenebicyclo[3.3.1]nonane